Cl.CN(C(OC1=CC2=C(C(=CC(O2)=O)CN2CCNCC2)C=C1)=O)C 2-oxo-4-(piperazin-1-ylmethyl)-2H-benzopyran-7-yl dimethylcarbamate hydrochloride